C[Si](NCCCCCCCC)(C)C N-Trimethylsilyl-n-octylamin